1-(3-chlorophenyl)-4-methylpent-1-yn-3-one ClC=1C=C(C=CC1)C#CC(C(C)C)=O